C(CCC)C1=NC=2C(=C(N=NC2N)OC(C)C)N1CC1=NC=CC=C1 2-butyl-7-isopropoxy-1-(pyridin-2-ylmethyl)-1H-imidazo[4,5-d]pyridazin-4-amine